3-Methyl-1-[2-[4-(o-tolyl)-2-oxo-chromen-7-yl]oxypropanoyl]piperidin CC1CN(CCC1)C(C(C)OC1=CC=C2C(=CC(OC2=C1)=O)C1=C(C=CC=C1)C)=O